(S*)-(6,11-dihydrodibenzo[b,e]oxepin-6-yl)methanamine C1=CC=CC=2O[C@@H](C3=C(CC21)C=CC=C3)CN |o1:6|